CC1=NOC(=C1C1=CC=2N(C=C1)C(=C(N2)CC2=C(C=CC(=C2)F)OC)C2(CC=CCC2)C(=O)O)C (7-(3,5-dimethylisoxazol-4-yl)-2-(5-fluoro-2-methoxybenzyl)imidazo[1,2-a]pyridin-3-yl)cyclohex-3-ene-1-carboxylic acid